C(N)(=N)C=1C=C(SC1)[C@@H](C)NC(=O)[C@H]1N(C[C@@H](C1)OC(F)F)C(CNC(=O)C=1C=CC=2SC3=CC=CC=C3OC2C1)=O (2S,4R)-N-((R)-1-(4-carbamimidoylthiophen-2-yl)ethyl)-4-(difluoromethoxy)-1-((phenoxathiine-3-carbonyl)glycyl)pyrrolidine-2-carboxamide